4-(((2Z)-5-(2,6-dichlorobenzylidene)-4-oxo-3-phenylthiazolidin-2-ylidene)amino)benzenesulphonamide ClC1=C(C=C2C(N(/C(/S2)=N/C2=CC=C(C=C2)S(=O)(=O)N)C2=CC=CC=C2)=O)C(=CC=C1)Cl